C(C)OC=1C=C(OC2=C(C(=C(C(=C2F)F)F)F)F)C=CC1[N+](=O)[O-] 1-(3-ethoxy-4-nitrophenoxy)-2,3,4,5,6-pentafluorobenzene